COC1=CC=C(CNC(=O)NC2CC3(C2)CC(C3)C=3OC=C(N3)C3=CC=CC=C3)C=C1 1-(4-methoxybenzyl)-3-(6-(4-phenyloxazol-2-yl)spiro[3.3]Hept-2-yl)urea